N-(4-(difluoromethoxy)-2-fluorobenzyl)cyclobutanamine FC(OC1=CC(=C(CNC2CCC2)C=C1)F)F